CI MethylIodide